IC=1N=C(N2N=C(C=C(C21)C2=CC=NN2C)N2CC1CCC(C2)O1)C1=CC(=NN1C1OCCCC1)C 3-{5-iodo-7-[3-methyl-1-(oxan-2-yl)-1H-pyrazol-5-yl]-4-(1-methyl-1H-pyrazol-5-yl)imidazo[1,5-b]pyridazin-2-yl}-8-oxa-3-azabicyclo[3.2.1]octane